(2r,3r)-3-(3-(4-fluoro-3-chlorophenyl)isoxazol-5-yl)-2-(2,4-difluorophenyl)-1-(1H-tetrazol-1-yl)butane-2-ol FC1=C(C=C(C=C1)C1=NOC(=C1)[C@@H]([C@@](CN1N=NN=C1)(O)C1=C(C=C(C=C1)F)F)C)Cl